CC=1C(=NC=CC1OCC(F)(F)F)CS(=O)C=1NC2=C(N1)C=CC=C2 2-[[[3-methyl-4-(2,2,2-trifluoroethoxy)-2-pyridinyl]methyl]sulfinyl]benzimidazole